NC1CCN(CC1)C([C@H](CC)C)=O (S)-1-(4-aminopiperidin-1-yl)-2-methylbutan-1-one